C(C)(=O)O[C@H]1C[C@H]([C@@]2(CC[C@H]3[C@@](C[C@@H](C[C@@H]3[C@H]2C1=O)C1=CC=CC=C1)(O)C#C)C)C(=O)OC methyl (1R,3S,4aR,4bS,6R,8R,8aR,10aR)-3-acetoxy-8-ethynyl-8-hydroxy-10a-methyl-4-oxo-6-phenyltetradecahydrophenanthrene-1-carboxylate